ClC1=C(N=C(N1C1=NC=C(C=C1OC(F)F)C[C@H](C(F)(F)F)C)CC)C(=O)NCC1(CCC(CC1)S(=O)(=O)C)O |o1:17| 5-Chloro-1-(3-(difluoromethoxy)-5-((R*)-3,3,3-trifluoro-2-methylpropyl)pyridin-2-yl)-2-ethyl-N-(((1s,4S)-1-hydroxy-4-(methylsulfonyl)cyclohexyl)methyl)-1H-imidazole-4-carboxamide